5-(6-((1-(2,6-difluorophenyl)cyclopropyl)amino)-5-fluoropyridin-3-yl)-1,3,4-oxadiazole-2-carbonitrile FC1=C(C(=CC=C1)F)C1(CC1)NC1=C(C=C(C=N1)C1=NN=C(O1)C#N)F